C(C)(C)(C)OC(=O)N[C@H](C(=O)O)C1CCCC1 (2S)-2-(tert-Butoxycarbonylamino)-2-cyclopentyl-acetic acid